ON1CC(CCC1)C hydroxy-3-methylpiperidin